itaconic acid diethyl ester C(C)OC(C(=C)CC(=O)OCC)=O